8-bromo-3-ethyl-7-methyl-1-((5-methylnaphthalen-2-yl)methyl)-1H-purine-2,6(3H,7H)-dione BrC1=NC=2N(C(N(C(C2N1C)=O)CC1=CC2=CC=CC(=C2C=C1)C)=O)CC